N-[(1R)-1-[3-[3-(2-Aminoethylcarbamoyl)phenyl]phenyl]eth-yl]-2-methyl-5-(4-methylpiperazin-1-yl)benzamide NCCNC(=O)C=1C=C(C=CC1)C=1C=C(C=CC1)[C@@H](C)NC(C1=C(C=CC(=C1)N1CCN(CC1)C)C)=O